C(CCC(=O)[O-])(=O)[O-].[Cr+3].C(CCC(=O)[O-])(=O)[O-].C(CCC(=O)[O-])(=O)[O-].[Cr+3] Chromium Succinate